OC(=O)C(F)(F)F.C(C=C)C1CNC1 3-allylazetidine TFA salt